3-(((3r,4s)-4-((4-chlorophenyl)sulfonyl)-3-hydroxy-3-(hydroxymethyl)pyrrolidin-1-yl)sulfonyl)pyridine-2-carbonitrile ClC1=CC=C(C=C1)S(=O)(=O)[C@@H]1[C@@](CN(C1)S(=O)(=O)C=1C(=NC=CC1)C#N)(CO)O